C(N1N=C(C=C1)OC1COC1)([2H])([2H])[2H] 1-(methyl-d3)-3-(oxetan-3-yloxy)-1H-pyrazol